BrC1=C(C=CC=C1)C1=CC=CC2=C1OC1=C2C=CC=C1 4-(2-bromo-phenyl)-dibenzofuran